NC1=NC=2C=C(C=CC2C2=C1N=C(N2CC(CO)(C)CO)COCC)CCCN2CCN(CC2)CCCCNC(C)=O N-(4-(4-(3-(4-amino-2-(ethoxymethyl)-1-(3-hydroxy-2-(hydroxymethyl)-2-methylpropyl)-1H-imidazo[4,5-c]quinolin-7-yl)propyl)piperazin-1-yl)butyl)acetamide